2-{5-[Methyl(piperidin-4-yl)amino][1,3]thiazolo[5,4-d][1,3]thiazol-2-yl}-5-(2H-1,2,3-triazol-2-yl)pyridin-3-ol Trifluoroacetat FC(C(=O)O)(F)F.CN(C=1SC2=C(N1)SC(=N2)C2=NC=C(C=C2O)N2N=CC=N2)C2CCNCC2